BrCC=1C=C(C#N)C=C(C1)I 3-(bromomethyl)-5-iodobenzonitrile